2-(6-chloro-3-pyridinyl)acetic acid ClC1=CC=C(C=N1)CC(=O)O